FC1=CC=C2C(=N1)C(=C(N2)C2=CC(=NC=C2)NC([C@@H](C)C2=CC=C(C=C2)F)=O)C2=NC=C(C=C2)F (2S)-N-{4-[5-fluoro-3-(5-fluoropyridin-2-yl)-1H-pyrrolo[3,2-b]pyridin-2-yl]pyridin-2-yl}-2-(4-fluorophenyl)propanamide